r-meta-xylene C1(=CC(=CC=C1)C)C